OC(CCN)CCC(CCCCN)O 3,6-dihydroxydecylenediamine